2-chloro-N-[2-{1-[(2E)-3-(4-chlorophenyl)prop-2-en-1-yl]piperidin-4-yl}-4-(trifluoro-methyl)phenyl]isonicotinamide ClC=1C=C(C(=O)NC2=C(C=C(C=C2)C(F)(F)F)C2CCN(CC2)C\C=C\C2=CC=C(C=C2)Cl)C=CN1